calcium silicate carbonate hydrate O.C([O-])([O-])=O.[Si](O)(O)(O)O.[Ca+2]